NC=1C=2C(=C3N(C2C(=C(C1)Cl)Cl)CCNC3)C=3C=NNC3 9-Amino-6,7-dichloro-10-(1H-pyrazol-4-yl)-3,4-dihydro-1H-pyrazino[1,2-a]indol